C(C1=CC=CC=C1)N(C(NC[C@@H](C(=O)O)NC(C1=C(C=C(C=C1Cl)C(NCC1=CC(=CC=C1)Cl)=O)Cl)=O)=O)C (S)-3-(3-benzyl-3-methylureido)-2-(2,6-dichloro-4-(3-chlorobenzylcarbamoyl)benzamido)propanoic acid